oxane-2-carboxylic acid O1C(CCCC1)C(=O)O